(2R)-2-[[(4-Chlorophenyl)sulfonyl][[2-fluoro-4-(1,2,4-oxadiazol-3-yl)phenyl]methyl]amino]-5,5,5-trifluoropentanamide ClC1=CC=C(C=C1)S(=O)(=O)N([C@@H](C(=O)N)CCC(F)(F)F)CC1=C(C=C(C=C1)C1=NOC=N1)F